FC1=C(C=CC=C1C(F)(F)F)[C@@H](C)N[S@@](=O)C(C)(C)C (S)-N-((R)-1-(2-fluoro-3-(trifluoromethyl)phenyl)ethyl)-2-methylpropane-2-sulfinamide